ClC1=C(C(=CC2=C1N(N=N2)CC(C)(C)O)C2=C(C=CC(=C2F)C#N)C2=CC=CC=C2)F 7-chloro-6-fluoro-1-(2-hydroxy-2-methylpropyl)-1H-benzo[d][1,2,3]triazol-5-yl-3-fluoro-[1,1'-biphenyl]-4-carbonitrile